N-(4-fluorophenyl)-N-methyl-2-(2-(2-oxoimidazolidin-1-yl)-4,6-bis(trifluoromethyl)phenyl)acetamide FC1=CC=C(C=C1)N(C(CC1=C(C=C(C=C1C(F)(F)F)C(F)(F)F)N1C(NCC1)=O)=O)C